C1(=CC=C(C=C1)N(C1=CC=2C(C3=CC=CC=C3C2C=C1)(C)C)C=1C=C(C=C(C1)C1=CC(=CC(=C1)C(C)(C)C)C(C)(C)C)C1=CC(=CC(=C1)C(C)(C)C)C(C)(C)C)C1=CC=CC=C1 N-(1,1'-Biphenyl-4-yl)-N-(3,3'',5,5''-tetra-t-butyl-1,1':3',1''-terphenyl-5'-yl)-9,9-dimethyl-9H-fluoren-2-amine